Oxazole-2(3H)-one TFA salt OC(=O)C(F)(F)F.O1C(NC=C1)=O